COCCN1N=C(C2=CC=CC=C12)N1C(C2=CC=CC=C2C1=O)=O 2-(1-(2-Methoxyethyl)-1H-indazol-3-yl)isoindoline-1,3-dione